CN(CCCC(=O)N(CC1=CC=C(C=C1)NC1=CC=C(C=C1)C(=O)N1CCCCC1)O)C 4-(Dimethylamino)-N-hydroxy-N-(4-((4-(piperidine-1-carbonyl)phenyl)amino)benzyl)butanamide